[Cu](O)O copper (II) hydroxide